N-(4-chloro-6-morpholinopyrimidin-2-yl)-7-fluoroquinazolin-4-amine ClC1=NC(=NC(=C1)N1CCOCC1)NC1=NC=NC2=CC(=CC=C12)F